N[C@@H]1C2=C(N=C(S2)Cl)CC12CCN(CC2)C=2N=CC(=NC2)SC=2C(=C1C(N(C=NC1=CC2)CCOC)=O)Cl 6-[5-[(6S)-6-amino-2-chloro-spiro[4,6-dihydrocyclopenta[d]thiazole-5,4'-piperidine]-1'-yl]pyrazin-2-yl]sulfanyl-5-chloro-3-(2-methoxyethyl)quinazolin-4-one